CS(=O)(=O)C1=CC=C(COC2=CC=C(C=C2)C=2N=CN(C2)C(=O)NC[C@H]2CN(CC2)C2=CC=CC=C2)C=C1 (S)-4-(4-((4-(methylsulfonyl)benzyl)oxy)phenyl)-N-((1-phenylpyrrolidin-3-yl)methyl)-1H-imidazole-1-carboxamide